C(C)S\C=C\C1=CC=CC=C1 (E)-ethyl(styryl)sulfane